C(C1=CC=CC=C1)N1CCC(C1)C1=CC=CC=C1 trans-1-Benzyl-4-phenylpyrrolidin